N,N-diethylaminopropyl-trimethoxysilane C(C)N(CC)CCC[Si](OC)(OC)OC